{4-methyl-1-[6-(trifluoromethyl)pyridin-3-yl]-1H-1,2,3-triazol-5-yl}methanol CC=1N=NN(C1CO)C=1C=NC(=CC1)C(F)(F)F